CN(CCCCC(CCCCCCCC\C=C/C\C=C/CCCCC)(CCCCCCCC\C=C/C\C=C/CCCCC)O)C (6Z,9Z,28Z,31Z)-19-(4-(dimethylamino)butyl)heptatriaconta-6,9,28,31-tetraen-19-ol